(S)-2-(4-(3-chloro-4-((3,5-difluoropyridin-2-yl)methoxy)-5'-methyl-6-(methyl-d3)-2-oxo-2H-[1,4'-bipyridin]-2'-yl)pyrimidin-2-yl)-2-methylpropanamide ClC=1C(N(C(=CC1OCC1=NC=C(C=C1F)F)C([2H])([2H])[2H])C1=CC(=NC=C1C)C1=NC(=NC=C1)C(C(=O)N)(C)C)=O